di-tert-butyl ((5-(3-(1-(N,N-dimethylsulfamoyl)-1H-imidazol-4-yl)-6-fluoroimidazo[1,2-a]pyrimidin-2-yl)-3-(trifluoromethyl)-1H-1,2,4-triazol-1-yl) methyl) phosphate P(=O)(OC(C)(C)C)(OC(C)(C)C)OCN1N=C(N=C1C=1N=C2N(C=C(C=N2)F)C1C=1N=CN(C1)S(N(C)C)(=O)=O)C(F)(F)F